propyl-vinyl-trimethoxysilane C(CC)CO[Si](OC)(OC)C=C